tert-butyl N-[(1R)-2,2,2-trifluoro-1-(hydroxymethyl)ethyl]carbamate FC([C@@H](CO)NC(OC(C)(C)C)=O)(F)F